C1(CCCC1)C(NC(OCC1C2=CC=CC=C2C=2C=CC=CC12)=O)C(N(C(C(NC(C(=O)[O-])C[C@H]1C(NCC1)=O)=O)CCC)C)=O 5-cyclopentyl-1-(9H-fluoren-9-yl)-7-methyl-3,6,9-trioxo-11-(((S)-2-oxopyrrolidin-3-yl)methyl)-8-propyl-2-oxa-4,7,10-triazadodecan-12-oate